CC1(C2=CC(=CC=C2C(C=2C3=C(OC21)C=CC=C3)=O)N3CCN(CC3)C)C 6,6-Dimethyl-8-(4-methyl-piperazin-1-yl)-6H-benzo[b]naphtho[2,3-d]furan-11-one